N1(CCCC1)S(=O)(=O)C=1C=C(N)C=CC1B1OC(C(O1)(C)C)(C)C 3-pyrrolidin-1-ylsulfonyl-4-(4,4,5,5-tetramethyl-1,3,2-dioxaborolan-2-yl)aniline